(S)-3-cyano-N-(2,3-difluoro-4-((3-(2-(piperidine-3-ylamino)pyrimidin-4-yl)pyridin-2-yl)oxy)phenyl)-2,2-dimethylpropane-1-sulfonamide C(#N)CC(CS(=O)(=O)NC1=C(C(=C(C=C1)OC1=NC=CC=C1C1=NC(=NC=C1)N[C@@H]1CNCCC1)F)F)(C)C